C(C)C(C(=O)[O-])C(=O)[O-].[Zr+4].C(C)C(C(=O)[O-])C(=O)[O-] zirconium (ethylmalonate)